BrC1=C(C(=CC=C1)OC)C1(CC1)C 1-bromo-3-methoxy-2-(1-methylcyclopropyl)benzene